7-amino-1,1-dioxo-1,2-benzothiazol-3-one NC1=CC=CC=2C(NS(C21)(=O)=O)=O